1-((2R,3R,4S,5R)-3,4-dihydroxy-5-(hydroxymethyl)-5-(trifluoromethyl)tetrahydrofuran-2-yl)pyrimidine-2,4(1H,3H)-dione O[C@H]1[C@@H](O[C@]([C@H]1O)(C(F)(F)F)CO)N1C(NC(C=C1)=O)=O